(3,5-Difluoro-4-{[7-(2-Hydroxyethoxy)-6-Methoxyquinolin-4-yl]Oxy}phenyl)-2-Fluoropyridine-3-Carboxamide FC=1C=C(C=C(C1OC1=CC=NC2=CC(=C(C=C12)OC)OCCO)F)C1=C(C(=NC=C1)F)C(=O)N